N-(2-(Hexahydropyrrolo[3,4-c]pyrrol-2(1H)-yl)-5-(3'-methyl-2'-oxo-2',3'-dihydrospiro[cyclobutane-1,1'-pyrrolo[2,3-c]quinolin]-8'-yl)pyridin-3-yl)methanesulfonamide formate C(=O)O.C1N(CC2C1CNC2)C2=NC=C(C=C2NS(=O)(=O)C)C2=CC=1C3=C(C=NC1C=C2)N(C(C32CCC2)=O)C